FC=1C=C2C(=NNC2=CC1OCCOC)C1=CC(=NO1)C1=CC=C(C=C1)C(=O)N1[C@H](CCC1)CS(=O)(=O)C 5-Fluoro-3-(3-{4-[(2R)-2-(methansulfonylmethyl)pyrrolidin-1-carbonyl]phenyl}-1,2-oxazol-5-yl)-6-(2-methoxyethoxy)-1H-indazol